C(#N)C=1C=C(C=CC1)C=1N=C(SC1C1=CC(=NC(=C1)C)C)NC(=O)N1CCC(CC1)N1N=CC=C1 N-[4-(3-cyanophenyl)-5-(2,6-dimethyl-4-pyridyl)thiazol-2-yl]-4-pyrazol-1-yl-piperidine-1-carboxamide